C(=O)(O)C1=CC=CC2=CC=C(C=C12)C(=O)O 1,7-dicarboxyl-naphthalene